NC(C(=O)NCCCC[C@@H](C(=O)O)NC(=O)OCC1C2=CC=CC=C2C=2C=CC=CC12)CN (2S)-6-(2,3-diaminopropanamido)-2-({[(9H-fluoren-9-yl)methoxy]carbonyl}amino)hexanoic acid